FC1=C(C=CC(=C1)F)[C@]([C@@H](C)N1CCC(CC1)=CC(=O)NO)(CN1N=CN=C1)O 2-(1-((2R,3R)-3-(2,4-difluorophenyl)-3-hydroxy-4-(1H-1,2,4-triazol-1-yl)-2-butyl)piperidin-4-ylidene)-N-hydroxyacetamide